(3-acetyl-5-(2-(methylamino)pyrimidin-5-yl)-1H-indazol-1-yl)acetic acid C(C)(=O)C1=NN(C2=CC=C(C=C12)C=1C=NC(=NC1)NC)CC(=O)O